CC1OCCC1=O methyl-tetrahydrofuran-3-one